4-{5-amino-[1,2,4]triazolo[1,5-a]pyrimidin-7-yl}-2-fluoro-5-methylbenzonitrile NC1=NC=2N(C(=C1)C1=CC(=C(C#N)C=C1C)F)N=CN2